C(C)(C)(C)OC(=O)NCC1CCN(CC1)C=1SC=C(N1)C(=O)OCC Ethyl 2-(4-(((tert-butoxycarbonyl)amino)methyl)piperidin-1-yl)thiazole-4-carboxylate